C(C)C1=CC(=CN=N1)C1=CC(=C(C=C1)B(O)O)OCOC 4-(6-ethylpyridazin-4-yl)-2-(methoxymethoxy)phenylboronic acid